COC1=CC=2C=C(C3=CC=C(C=C3C2C=C1OC)C)C(=O)OC methyl 2,3-dimethoxy-6-methylphenanthrene-9-carboxylate